tetradecyldimethyl-hydroxyethyl-ammonium chloride [Cl-].C(CCCCCCCCCCCCC)[N+](CCO)(C)C